FC(CNC(=O)C(CCCC(C(=O)O)=N)CC)F 6-((2,2-difluoroethyl)carbamoyl)-2-iminooctanoic acid